(S)-2-((7-((4-aminobenzyl)amino)-3-isopropylpyrazolo[1,5-a]pyrimidin-5-yl)amino)butan-1-ol NC1=CC=C(CNC2=CC(=NC=3N2N=CC3C(C)C)N[C@H](CO)CC)C=C1